C(C)(CC)N1C(C(=CC2=C1N=C(N=C2)S(=O)C)C#N)=O 8-(sec-butyl)-2-(methylsulfinyl)-7-oxo-7,8-dihydropyrido[2,3-d]pyrimidine-6-carbonitrile